(2S,3S,4R,5R)-2-allyl-4-(benzyloxy)-5-((2,2-dimethyl-1,3-dioxolan-4-yl)methyl)tetrahydrofuran-3-ol C(C=C)[C@@H]1O[C@@H]([C@@H]([C@H]1O)OCC1=CC=CC=C1)CC1OC(OC1)(C)C